methyl 2-(3-chloro-4-methyl-6,7-dihydro-5H-pyrido[2,3-c]pyridazin-8-yl)-5-[3-[2-fluoro-4-(3-pyrrolidin-1-ylbut-1-ynyl)phenoxy]propyl]thiazole-4-carboxylate ClC1=C(C2=C(N=N1)N(CCC2)C=2SC(=C(N2)C(=O)OC)CCCOC2=C(C=C(C=C2)C#CC(C)N2CCCC2)F)C